3-(3,4-epoxycyclohexyl)butyltriethoxysilane Tert-butyl-(7-([1,1'-biphenyl]-4-ylamino)-7-oxoheptyl)carbamate C(C)(C)(C)N(C(O)=O)CCCCCCC(=O)NC1=CC=C(C=C1)C1=CC=CC=C1.C1(CC2C(CC1)O2)C(CC[Si](OCC)(OCC)OCC)C